C(#N)C1=CC(=CC2=C1SC(=C2)C=2SC(=C(N2)C)C(=O)O)OCC(C)C 2-(7-Cyano-5-isobutoxybenzo[b]thiophen-2-yl)-4-methylthiazole-5-carboxylic acid